6-Cyclopropyl-4-(difluoromethoxy)-N-(2-phenylphenyl)sulfonyl-benzofuran-2-carboxamide C1(CC1)C1=CC2=C(C=C(O2)C(=O)NS(=O)(=O)C2=C(C=CC=C2)C2=CC=CC=C2)C(=C1)OC(F)F